hexadecahydrospiro[cyclopenta[a]phenanthrene-3,2'-[1,3]dioxolane] O1C2(OCC1)CCC1C3CCC4CCCC4C3CCC1C2